ClC(C1=NC(=NO1)C1=CC=C(CN(C=2C(C(C2NC2=CC=C(C=C2)F)=O)=O)C)C=C1)(F)F 3-((4-(5-(chlorodifluoromethyl)-1,2,4-oxadiazol-3-yl)benzyl)(methyl)amino)-4-((4-fluorophenyl)amino)cyclobut-3-ene-1,2-dione